CC(CCC=CC=CC(=O)N)(C)C 8,8-dimethylnona-2,4-dienamide